O=C(C=CC(=O)O)CC(=O)OC 4-oxo-6-methoxy-6-oxohex-2-enoic acid